C(O)C(CCOC(C(=C(C)C)C)=O)(CO)CO trimethyl-acrylic acid (trimethylol propyl) ester